2-methyl-5-(5-(trifluoromethyl)pyridin-2-yl)morpholine CC1CNC(CO1)C1=NC=C(C=C1)C(F)(F)F